FC=1C=C(C=CC1F)[C@H](C)NC(=O)C1=NC(=CN=C1NCC1=CC=C(C=C1)C1=NC(=C(N=C1)N)O[C@@H]1CNCC1)C#N 3-{4-[5-Amino-6-((S)-pyrrolidin-3-yloxy)-pyrazin-2-yl]-benzylamino}-6-cyanopyrazine-2-carboxylic acid [(S)-1-(3,4-difluoro-phenyl)-ethyl]-amide